COC(=O)C1(CCC2(C(=CC3=CC=C(C=C23)CO)C[C@H](COCC2=CC=C(C=C2)OC)C)CC1)NC1=CC(=CC=C1)Cl (1R,4R)-4-(3-Chloroanilino)-6'-(hydroxymethyl)-2'-{(2R)-3-[(4-methoxyphenyl)methoxy]-2-methylpropyl}spiro[cyclohexane-1,1'-indene]-4-carboxylic acid methyl ester